[4-[6-(5-cyclopropyl-4H-1,2,4-triazol-3-yl)-2-azaspiro[3.3]heptane-2-carbonyl]piperazino]-(4-methyl-2-thienyl)methanone C1(CC1)C=1NC(=NN1)C1CC2(CN(C2)C(=O)N2CCN(CC2)C(=O)C=2SC=C(C2)C)C1